COCCNC1=C2C(=NC(=C1)NCCO)C=C(S2)C2=CC=NN2 2-(7-(2-methoxyethylamino)-2-(1H-pyrazol-5-yl)thieno[3,2-b]pyridin-5-ylamino)ethanol